FC1=C(C=CC=C1)C1=CC=C(C=C1)[C@@H](C)NC1=CN=C(N(C1=O)CC(=O)OCCCC)C1=C(C=CC=C1)F butyl (R)-2-(5-((1-(2'-fluoro-[1,1'-biphenyl]-4-yl)ethyl)amino)-2-(2-fluorophenyl)-6-oxopyrimidin-1(6H)-yl)acetate